C1(=CC=CC=C1)C=1C=CC(=NC1)NC(CSC=1N(C(C2=C(N1)CCS2)=O)C2=CC=CC=C2)=O N-(5-phenyl-2-pyridinyl)-2-[(3,4,6,7-tetrahydro-4-oxo-3-phenylthieno[3,2-d]pyrimidin-2-yl)thio]acetamide